C(C)OC(=O)C1=NN2C(C(NCC2C)=O)=C1 7-methyl-4-oxo-4,5,6,7-tetrahydropyrazolo[1,5-a]pyrazine-2-carboxylic acid ethyl ester